N-(7-((1-(4-((2,6-dioxopiperidin-3-yl)amino)-2,5-difluorophenyl)piperidin-4-yl)methyl)-7-azaspiro[3.5]nonan-2-yl)-2-fluoro-5-methoxybenzamide O=C1NC(CCC1NC1=CC(=C(C=C1F)N1CCC(CC1)CN1CCC2(CC(C2)NC(C2=C(C=CC(=C2)OC)F)=O)CC1)F)=O